(2S,4R)-N-[(S)-(5-cyclopropyl-6-fluoropyridin-2-yl)(phenyl)methyl]-4-fluoro-1-[2-(5-methyl-2-oxo-2,3-dihydro-1,3,4-oxadiazol-3-yl)acetyl]pyrrolidine-2-carboxamide C1(CC1)C=1C=CC(=NC1F)[C@@H](NC(=O)[C@H]1N(C[C@@H](C1)F)C(CN1C(OC(=N1)C)=O)=O)C1=CC=CC=C1